N-t-butoxycarbonyl-4-hydroxy-3-trifluoromethylaniline C(C)(C)(C)OC(=O)NC1=CC(=C(C=C1)O)C(F)(F)F